ClCC(=O)NCC(F)F 2-chloro-N-(2,2-difluoroethyl)acetamide